BrC1=C(C=CC2=C1SC(=C2)C(F)(F)P(OCC)(OCC)=O)C#N diethyl ((7-bromo-6-cyanobenzo[b]thiophen-2-yl)difluoromethyl)phosphonate